1-[1-[2-[4-[4-[(2,6-dioxopiperidin-3-yl)amino]-3-fluorophenyl]piperidin-1-yl]acetyl]piperidin-4-yl]pyrazol O=C1NC(CCC1NC1=C(C=C(C=C1)C1CCN(CC1)CC(=O)N1CCC(CC1)N1N=CC=C1)F)=O